tert-butyl 4-((1-(2-(4-(2,4-dioxotetrahydropyrimidin-1(2H)-yl)phenoxy)acetyl)piperidin-4-yl)oxy)piperidine-1-carboxylate O=C1N(CCC(N1)=O)C1=CC=C(OCC(=O)N2CCC(CC2)OC2CCN(CC2)C(=O)OC(C)(C)C)C=C1